ClC1=NC=C(C(=N1)Cl)C=1C=NN(C1C)C 2,4-dichloro-5-(1,5-dimethyl-1H-pyrazol-4-yl)pyrimidine